7-Fluoro-5-(4-fluoropiperazin-1-yl)-2,3-dihydro-1,4-benzodioxine FC=1C=C(C2=C(OCCO2)C1)N1CCN(CC1)F